5-(difluoromethyl)pyrazin-2-ol FC(C=1N=CC(=NC1)O)F